FC=1C(=CC=2C3=C(C=NC2C1)N(C(C31CCC1)=O)C)C=1C=C(C(=NC1)OCCN(C(OC(C)(C)C)=O)C(C)C)NS(=O)(=O)N1CCOCC1 tert-Butyl (2-((5-(7'-fluoro-3'-methyl-2'-oxo-2',3'-dihydrospiro[cyclobutane-1,1'-pyrrolo[2,3-c]quinolin]-8'-yl)-3-(morpholine-4-sulfonamido)pyridin-2-yl)oxy)ethyl)(isopropyl)carbamate